C1CCC2=C(C=3CCCC3C=C12)NC(=O)O[C@@H](C(=O)OCC)CN1N=CN=C1 Ethyl (2R)-2-{[(1,2,3,5,6,7-hexahydro-s-indacen-4-yl)carbamoyl]oxy}-3-(1H-1,2,4-triazol-1-yl)propanoate